[K+].FC1(CC1)C1=C(C=NN1C)C(=O)[O-] 5-(1-fluorocyclopropyl)-1-methyl-1H-pyrazole-4-carboxylic acid potassium salt